2-(4-isobutylphenyl)-N-(4-(4-methoxyphenyl)thiazol-2-yl)-N-phenylpropionamide C(C(C)C)C1=CC=C(C=C1)C(C(=O)N(C1=CC=CC=C1)C=1SC=C(N1)C1=CC=C(C=C1)OC)C